N[C@H](C(=O)NCCNC(C1=C(C=C(C=C1)NC=1C=2N(C=CN1)C(=CN2)C2=C(C(=C(C=C2)Cl)F)F)CC)=O)CCCNC(=N)N N-[2-[[(2S)-2-amino-5-carbamimidamidopentanoyl]amino]ethyl]-4-[[3-(4-chloro-2,3-difluorophenyl)imidazo[1,2-a]pyrazin-8-yl]amino]-2-ethylbenzamide